C([C@@H]1[C@H]([C@@H]([C@H]([C@H](O1)OC[C@@H]2[C@H]([C@@H]([C@H](C(O2)O)O)O)O[C@@H]3[C@@H]([C@H]([C@@H]([C@H](O3)CO)O)O)O)O)O)O)O The molecule is a glucotriose that is D-glucopyranose in which the hydroxy groups at positions 4 and 6 have each been converted into the corresponding alpha-D-glucopyranosyl derivative. It derives from an isomaltose and a maltose.